O1C(=NC=C1)C(C)=O 1-(oxazol-2-yl)ethan-1-one